3-methoxy-4-(2-hydroxyethoxy)benzeneacrylic acid COC=1C=C(C=CC1OCCO)C=CC(=O)O